CN1N=CC(=C1)C1=CC=C(C=C1)CNC1=CC(=NC=N1)C1=CN=C2N1C=CC(=C2)OCCCN2C(CCC2)=O 1-[3-({3-[6-({[4-(1-methyl-1H-pyrazol-4-yl)phenyl]methyl}amino)pyrimidin-4-yl]imidazo[1,2-a]pyridin-7-yl}oxy)propyl]pyrrolidin-2-one